(S)-N-(2-methyl-5-(2-(2-methylpyrrolidin-1-yl)acetamido)pyridin-3-yl)-2-(pyrazin-2-ylethynyl)-1H-pyrrolo[2,3-b]pyridine-5-carboxamide CC1=NC=C(C=C1NC(=O)C=1C=C2C(=NC1)NC(=C2)C#CC2=NC=CN=C2)NC(CN2[C@H](CCC2)C)=O